FC=1C(=NC=C(C1)F)N1CCN(CC1)C(=O)OC(C)(C)C Tert-butyl 4-(3,5-difluoropyridin-2-yl)piperazine-1-carboxylate